2-(((9Z,12Z,15Z)-octadeca-9,12,15-trien-1-yl)oxy)butanoic acid C(CCCCCCC\C=C/C\C=C/C\C=C/CC)OC(C(=O)O)CC